ClC1=CC(=C(C=C1)C1(OC2=C(C=CC=C2C(C1)(F)F)C1CCNCC1)C)F 4-(2-(4-chloro-2-fluorophenyl)-4,4-difluoro-2-methylchroman-8-yl)piperidine